tert-Butyl 7-(6-carbamoylpyridin-2-yl)-1-(4-(trifluoromethyl)phenyl)-1,2,3,5-tetrahydro-4H-benzo[e][1,4]diazepine-4-carboxylate C(N)(=O)C1=CC=CC(=N1)C1=CC2=C(N(CCN(C2)C(=O)OC(C)(C)C)C2=CC=C(C=C2)C(F)(F)F)C=C1